C1(CCCC1)N(CCC=O)C 3-[CYCLOPENTYL(METHYL)AMINO]PROPANAL